C(CCCCC)OCCC1=CC=C(C=C1)O 4-(2-(hexyloxy)ethyl)phenol